FC1=C2CN(C(C2=CC(=C1OC)CC1=CC=C(C=C1)OC)=O)[C@@H]1[C@H](CCCC1)O 4-fluoro-2-((1S,2S)-2-hydroxycyclohexyl)-5-methoxy-6-(4-methoxybenzyl)isoindolin-1-one